C[N+](CCOC)(CCCC)C N,N-dimethyl-N-butyl-N-methoxyethylammonium